4'-(5-cyano-4-hydroxy-6-oxo-6,7-dihydrothieno[2,3-b]pyridin-3-yl)-[1,1'-biphenyl]-2-yl(2-(pyridin-2-yldisulfaneyl)ethyl)carbamate C(#N)C1=C(C2=C(NC1=O)SC=C2C2=CC=C(C=C2)C2=C(C=CC=C2)N(C([O-])=O)CCSSC2=NC=CC=C2)O